ClC=1C=C2C=C(NC2=CC1OC)C(=O)N 5-chloro-6-methoxy-1H-indole-2-carboxamide